FC1(CCN(CC1)C=1C=C(C=C2C=CN=NC12)NC(C1=CC=C(C=C1)NS(=O)(=O)CCO)=O)F N-[8-(4,4-difluoropiperidin-1-yl)cinnolin-6-yl]-4-(2-hydroxyethanesulfonylamino)benzamide